4-((4-(2-ethyl-3-((4-(4-fluorophenyl)thiazol-2-yl)(methyl)amino)imidazo[1,2-a]pyridin-6-yl)piperidin-1-yl)methyl)-1,3-dioxolan-2-one C(C)C=1N=C2N(C=C(C=C2)C2CCN(CC2)CC2OC(OC2)=O)C1N(C)C=1SC=C(N1)C1=CC=C(C=C1)F